CN1CCN(CC1)CC1=C(C=O)C=CC=C1 ((4-methylpiperazin-1-yl)methyl)benzaldehyde